Cl.N1C=CC=2C1=NC=CC2N2CCSC(=C2)C(=O)N 4-(1H-pyrrolo[2,3-b]pyridin-4-yl)-3,4-dihydro-2H-1,4-thiazine-6-carboxamide hydrochloride